BrC=1C=C(C=CC1C(=O)C1(CCNCC1)C)NC1=CC(=NN1)C1=CC=C(S1)C#N 5-(5-(3-bromo-4-(4-methylpiperidin-4-yl-carbonyl)phenylamino)-1H-pyrazol-3-yl)thiophene-2-carbonitrile